2-(4-ethoxyphenyl)acetic acid C(C)OC1=CC=C(C=C1)CC(=O)O